1-(4-bromo-5-chloro-2-nitrophenyl)pyrrolidine BrC1=CC(=C(C=C1Cl)N1CCCC1)[N+](=O)[O-]